CN(C(CCC)N(C)C)C N,N,N',N'-Tetramethyl-butandiamin